CN([C@H](CNC(C[C@@H](C1(CC1)C(F)(F)F)C1=CSC(=C1)C)=O)CC1=CC=C(C=C1)O)C (S)-N-((S)-2-(dimethylamino)-3-(4-hydroxyphenyl)propyl)-3-(5-methylthiophen-3-yl)-3-(1-(trifluoromethyl)cyclopropyl)propanamide